2-[4-Amino-1-(oxan-3-yl)-1H-pyrazolo[3,4-d]pyrimidin-3-yl]-3-chloro-N-cyclopropyl-1H-indole-6-carboxamide NC1=C2C(=NC=N1)N(N=C2C=2NC1=CC(=CC=C1C2Cl)C(=O)NC2CC2)C2COCCC2